COC=1C=C(C=CC1OC)C=1NC2=CC=C(C=C2C1CC)C1CCN(CC1)C(CN[C@H](CO)CCCC)=O (S)-1-(4-(2-(3,4-dimethoxyphenyl)-3-ethyl-1H-indol-5-yl)piperidin-1-yl)-2-((1-hydroxyhex-2-yl)amino)ethan-1-one